FC(COC1=C(C=C(C(=N1)OC)NS(=O)(=O)C1=CN=C2N1CCC(C2)C)F)F N-[6-(2,2-difluoroethoxy)-5-fluoro-2-methoxy-3-pyridinyl]-7-methyl-5,6,7,8-tetrahydroimidazo[1,2-a]pyridine-3-sulfonamide